OCC(CNC(=O)N1C[C@@H](OCC1)CC1=CC=C(C=C1)OC)CC1=CC=C(C=C1)C(F)(F)F (2S)-N-[2-(hydroxymethyl)-3-[4-(trifluoromethyl)phenyl]propyl]-2-[(4-methoxyphenyl)methyl]morpholine-4-carboxamide